Terpyridyl zinc [Zn].N1=C(C=CC=C1)C1=NC=CC=C1C1=NC=CC=C1